2,4,8,10-tetraoxa-3,9-diphosphaspiro(5.5)undecane C1OPOCC12COPOC2